FC=1C=C(C=CC1OC)N1C(=CC=2C1=NC=CC2)C(=O)N2CC(C2)F (1-(3-Fluoro-4-methoxyphenyl)-1H-pyrrolo[2,3-b]pyridin-2-yl)(3-fluoroazetidin-1-yl)methanone